C1[C@H]([C@@H]([C@H]([C@H]1O)C/C=C\\CCCC(=O)O)CCC(=O)CCCCC(=O)O)O The molecule is a member of the class of prostaglandins Falpha that is 15-oxo-prostaglandin F2alpha in which the methyl group has been oxidised to the corresponding carboxylic acid and in which the double bond at positions 13-14 has been reduced to a single bond. It has a role as a metabolite. It is a prostaglandins Falpha, an oxo dicarboxylic acid and a ketone. It derives from a 15-oxoprostaglandin F2alpha.